ClC1=NNC(C(=C1)[C@H](CC(F)F)N1N=C(C(=C1)NC(=O)[C@H](C(C1CC1)C1CC1)NC(=O)C=1C(=NOC1)C)F)=O |&1:7| N-[(1S)-1-[[1-[(1SR)-1-(3-chloro-6-oxo-1H-pyridazin-5-yl)-3,3-difluoro-propyl]-3-fluoro-pyrazol-4-yl]carbamoyl]-2,2-dicyclopropyl-ethyl]-3-methyl-isoxazole-4-carboxamide